tert-butyl 1-((6-(trifluoromethyl)pyridin-3-yl)methyl)cyclopropanecarboxylate FC(C1=CC=C(C=N1)CC1(CC1)C(=O)OC(C)(C)C)(F)F